S(=O)(=O)(C1=CC=C(C)C=C1)OCCCCCOCCCOCC(=O)O 2-(3-(5-(tosyloxy)pentoxy)propoxy)acetic acid